The molecule is a prostaglandins Falpha that is prosta-5,13-dien-1-oic acid substituted by hydroxy groups at positions 9, 11 and 15. It is a naturally occurring prostaglandin used to induce labor. It has a role as a human metabolite and a mouse metabolite. It is a prostaglandins Falpha and a monocarboxylic acid. It is a conjugate acid of a prostaglandin F2alpha(1-). CCCCC[C@@H](/C=C/[C@H]1[C@@H](C[C@@H]([C@@H]1C/C=C\\CCCC(=O)O)O)O)O